4-(2-chloro-4-fluoro-phenyl)-5-[4-[(3S)-1-(3-fluoropropyl)pyrrolidin-3-yl]oxyphenyl]-2,3-dihydro-1-benzoxepin-8-ol ClC1=C(C=CC(=C1)F)C=1CCOC2=C(C1C1=CC=C(C=C1)O[C@@H]1CN(CC1)CCCF)C=CC(=C2)O